COC(=O)C1=NC(=CC=C1)CN1C(N(C(C1(C)C)=O)C=1C=NC(=C(C1)SC)C#N)=S 6-[[3-(6-cyano-5-methylthiopyridin-3-yl)-5,5-dimethyl-4-oxo-2-thioxo-imidazolidin-1-yl]methyl]pyridine-2-carboxylic acid methyl ester